[Ag].[Ti].[Si] silicon-titanium-silver